OC1(CN(C1)C1CCC(CC1)N1C(NC2=C1C=C(C(=C2)C=2C=C(C=1N(C2)N=CN1)OC)C(C)C)=O)C(F)(F)F 1-(4-(3-hydroxy-3-(trifluoromethyl)azetidin-1-yl)cyclohexyl)-6-isopropyl-5-(8-methoxy-[1,2,4]triazolo[1,5-a]pyridin-6-yl)-1,3-dihydro-2H-benzo[d]imidazol-2-one